2-cyclopropyl-isonicotinaldehyde C1(CC1)C=1C=C(C=O)C=CN1